5-Chloro-6,7-difluoro-N-((3S,4S)-4-hydroxypyrrolidin-3-yl)-1H-indole-2-carboxamide ClC=1C=C2C=C(NC2=C(C1F)F)C(=O)N[C@H]1CNC[C@@H]1O